(E)-4-(2-chlorophenyl)but-3-enoic acid ClC1=C(C=CC=C1)/C=C/CC(=O)O